2-methyl-8-(5-methylthiazol-2-yl)-3-oxo-N-((R)-1-(2-(trifluoromethyl)pyrimidine-5-yl)ethyl)-3,4-dihydro-2H-benzo[b][1,4]oxazine-6-carboxamide CC1C(NC2=C(O1)C(=CC(=C2)C(=O)N[C@H](C)C=2C=NC(=NC2)C(F)(F)F)C=2SC(=CN2)C)=O